C(C)(C)(C)OC(=O)NC1=C(N=C(S1)C1=C(C=CC(=C1)C=O)F)C(=O)OC methyl 5-{[(tert-butoxy)carbonyl]amino}-2-(2-fluoro-5-formylphenyl)-1,3-thiazole-4-carboxylate